[Si](C1=CC=CC=C1)(C1=CC=CC=C1)(C(C)(C)C)OCCCC[N+](CCCCCC1OC1)(CCCCCC1OC1)[O-] N-(4-((tert-Butyldiphenylsilyl)oxy)butyl)-5-(oxiran-2-yl)-N-(5-(oxiran-2-yl)pentyl)-pentan-1-amine oxide